ethyl (3-(pentyne-1-yl)phenyl)acetate C(#CCCC)C=1C=C(C=CC1)CC(=O)OCC